2-((1E,3Z)-4-chloro-4-(4-(trifluoromethoxy)phenyl)buta-1,3-dien-1-yl)-2-(4-methoxyphenyl)-1,3-dithiane Cl\C(=C/C=C/C1(SCCCS1)C1=CC=C(C=C1)OC)\C1=CC=C(C=C1)OC(F)(F)F